4,4'-(1,2-ethenediyl)bisphenol C(=CC1=CC=C(C=C1)O)C1=CC=C(C=C1)O